8-Chloro-1-[4-(pyridin-2-yloxy)piperidin-1-yl]-5,6-dihydro-4H-[1,2,4]triazolo[4,3-a][1]benzazepin-5-ol ClC=1C=CC2=C(CC(CC=3N2C(=NN3)N3CCC(CC3)OC3=NC=CC=C3)O)C1